C(C)(C)(C)OC(=O)N1C(C2=C(C=C(C=C2C1=O)Br)I)(C)C 5-bromo-7-iodo-1,1-dimethyl-3-oxoisoindole-2-carboxylic acid tert-butyl ester